4-(6-(4-Chloro-6-ethynyl-2H-indazol-2-yl)-6-(2,5-difluorophenyl)hex-1,3-diyn-1-yl)-1H-pyrrole ClC=1C2=CN(N=C2C=C(C1)C#C)C(CC#CC#CC=1C=CNC1)C1=C(C=CC(=C1)F)F